C(=CC1=CC=CC=C1)C1=NC=NO1 5-styryl-[1,2,4]oxadiazol